7-((1-methyl-1H-pyrazol-3-yl)methyl)-3-(phenylsulfonyl)pyrido[2,3-d]pyridazin-8(7H)-one CN1N=C(C=C1)CN1N=CC2=C(C1=O)N=CC(=C2)S(=O)(=O)C2=CC=CC=C2